(benzofuran-2-carbonyl)-1-(5-((2-chlorobenzyl)thio)-1,3,4-thiadiazol-2-yl)-3-hydroxy-5-(3-bromo-4-hydroxyphenyl)-1,5-dihydro-2H-pyrrol-2-one O1C(=CC2=C1C=CC=C2)C(=O)C2=C(C(N(C2C2=CC(=C(C=C2)O)Br)C=2SC(=NN2)SCC2=C(C=CC=C2)Cl)=O)O